6-fluoro-3-(5-fluoropyridin-2-yl)-1H-indazole FC1=CC=C2C(=NNC2=C1)C1=NC=C(C=C1)F